N,N'-diisopropyl-propionamidine C(C)(C)NC(CC)=NC(C)C